1,2-dihydroxyl-1,2-ethanedisulfonic acid disodium salt [Na+].[Na+].OC(C(S(=O)(=O)[O-])O)S(=O)(=O)[O-]